bis(4-(diethylethoxysilyl)phenyl)diphenylsilane C(C)[Si](C1=CC=C(C=C1)[Si](C1=CC=CC=C1)(C1=CC=CC=C1)C1=CC=C(C=C1)[Si](CC)(CC)OCC)(OCC)CC